CC(C(CCC)=O)=O 2,3-hexandione